C(#N)C1=CC=C(C=C1)N=C1SC=C(N1)C1=CC=C(C=C1)F 2-(4-cyanophenylimino)-4-(4-fluorophenyl)thiazole